(R)-(2-(3-(2-(4-(3-chlorophenyl)piperazin-1-yl)ethyl)-1-oxo-2-oxa-8-azaspiro[4.5]decan-8-yl)-1-oxopropan-2-yl)carbamic acid tert-butyl ester C(C)(C)(C)OC(N[C@](C=O)(C)N1CCC2(CC(OC2=O)CCN2CCN(CC2)C2=CC(=CC=C2)Cl)CC1)=O